(S)-Benzyl 2-(((benzyloxy)carbonyl)amino)-3-(4-hydroxyphenyl)propanoate C(C1=CC=CC=C1)OC(=O)N[C@H](C(=O)OCC1=CC=CC=C1)CC1=CC=C(C=C1)O